1-(4'-(5-(3-(3-fluorobenzyl)ureido)-4-methyl-1H-1,2,3-triazol-1-yl)-[1,1'-biphenyl]-4-yl)cyclopropane-1-carboxylic acid FC=1C=C(CNC(NC2=C(N=NN2C2=CC=C(C=C2)C2=CC=C(C=C2)C2(CC2)C(=O)O)C)=O)C=CC1